N-(8-methyl-2-oxo-3,4-dihydro-1H-quinolin-6-yl)-3-(2,2,2-trifluoroethyl)pyridine-4-carboxamide CC=1C=C(C=C2CCC(NC12)=O)NC(=O)C1=C(C=NC=C1)CC(F)(F)F